2-chloro-5-fluoro-3-methoxy-6-nitro-aniline ClC1=C(N)C(=C(C=C1OC)F)[N+](=O)[O-]